(S)-(1,3,9-trimethyl-2,8-dioxo-2,3,6,7,8,9-hexahydro-1H-imidazo[4',5':4,5]benzo[1,2-b][1,4]oxazepin-7-yl)carbamic acid tert-butyl ester C(C)(C)(C)OC(N[C@@H]1C(N(C2=C(OC1)C=C1C(=C2)N(C(N1C)=O)C)C)=O)=O